2-chloro-N-(1-(3,4-difluorophenyl)-1H-imidazol-4-yl)pyrrolo[2,1-f][1,2,4]triazin-4-amine ClC1=NN2C(C(=N1)NC=1N=CN(C1)C1=CC(=C(C=C1)F)F)=CC=C2